8-(6-Iodo-benzo[1,3]dioxol-5-ylsulfanyl)-9-(3-isopropylamino-propyl)-9H-purin-6-ylamine IC=1C(=CC2=C(OCO2)C1)SC=1N(C2=NC=NC(=C2N1)N)CCCNC(C)C